(S)-3-((4-((5,5-dimethyl-2,4-dioxo-3-(4-((trifluoromethyl)sulfonyl)phenyl)imidazolidin-1-yl)methyl)pyridin-2-yl)amino)butanenitrile CC1(C(N(C(N1CC1=CC(=NC=C1)N[C@H](CC#N)C)=O)C1=CC=C(C=C1)S(=O)(=O)C(F)(F)F)=O)C